C(C)(C)(C)OC(NS(=O)(=O)C1=CC(=C(C=C1)NC1=NC=CC(=C1)C(F)(F)F)Br)=O N-[3-bromo-4-[[4-(trifluoromethyl)-2-pyridinyl]amino]phenyl]sulfonylcarbamic acid tert-butyl ester